Cl.C(C)C1=CC(=NO1)C=1C=C2CC[C@H](C2=CC1)N (1R)-5-(5-ethyl-1,2-oxazol-3-yl)-2,3-dihydro-1H-inden-1-amine hydrochloride